CC1NCCCC1CNS(=O)(=O)C N-((2-Methylpiperidin-3-yl)methyl)methanesulfonamide